(2S)-4-[3-ethyl-4-(trifluoromethyl)phenyl]-2-(9H-fluoren-9-ylmethoxycarbonyl-amino)butanoic acid C(C)C=1C=C(C=CC1C(F)(F)F)CC[C@@H](C(=O)O)NC(=O)OCC1C2=CC=CC=C2C=2C=CC=CC12